[Cl-].[Cl-].[Cl-].CC([O-])C.[Ti+4] Titanium (IV) isopropoxide trichloride